N1C=C(C2=CC=CC=C12)CCC(=O)N1CC2=C(N=C(NC2=O)C2(CC2)C2=CC=CC=C2)CC1 6-(3-(1H-indol-3-yl)propionyl)-2-(1-phenylcyclopropyl)-5,6,7,8-tetrahydropyrido[4,3-d]pyrimidin-4(3H)-one